N-(3''-fluoro-4''-((isopropylamino)methyl)-5''-methoxy-2,2'-dimethyl-[1,1':3',1''-terphenyl]-3-yl)-1-methyl-2-oxo-1,2-dihydropyridine-3-carboxamide FC=1C=C(C=C(C1CNC(C)C)OC)C=1C(=C(C=CC1)C1=C(C(=CC=C1)NC(=O)C=1C(N(C=CC1)C)=O)C)C